N-(4-(2-chlorophenyl)thiazol-2-yl)-N-methyl-5-morpholinopicolinamide ClC1=C(C=CC=C1)C=1N=C(SC1)N(C(C1=NC=C(C=C1)N1CCOCC1)=O)C